N1N=CC=C1NC1=NC(=CC(=C1CO)C1=C(C=NN1C)C)N1[C@@H](COCC1)C (R)-(2-((1H-pyrazol-5-yl)amino)-4-(1,4-dimethyl-1H-pyrazol-5-yl)-6-(3-methylmorpholino)pyridin-3-yl)methanol